(S)-3-((R)-2-acrylamido-3-(3-chloro-4-methoxyphenyl)propionamido)-2,2-dimethylbutanoic acid C(C=C)(=O)N[C@@H](C(=O)N[C@H](C(C(=O)O)(C)C)C)CC1=CC(=C(C=C1)OC)Cl